5-(difluoromethoxy)-1-methyl-3-(trifluoromethyl)-1H-pyrazol FC(OC1=CC(=NN1C)C(F)(F)F)F